CN(CCN(CCCN)C)CCCN dimethyl-N,N'-bis(3-aminopropyl)ethylenediamine